NC1=NC(N(C=C1C(F)(F)F)[C@@H]1O[C@]([C@H](C1)OC(C1=CC=CC=C1)(C1=CC=CC=C1)C1=CC=CC=C1)(CCl)CO[Si](C)(C)C(C)(C)C)=O 4-amino-1-((2R,4S,5R)-5-(((tert-butyldimethylsilyl)oxy)methyl)-5-(chloromethyl)-4-(trityloxy)tetrahydrofuran-2-yl)-5-(trifluoromethyl)pyrimidin-2(1H)-one